NC1=C(C=C(C(=O)NC=2C(N(C=CC2)C(C(=O)NN(CC(=O)OCC)C(\C=C\C(N2CCCCC2)=O)=O)C)=O)C=C1)Cl ethyl (E)-N-(2-(3-(4-amino-3-chlorobenzamido)-2-oxopyridin-1(2H)-yl)propanamido)-N-(4-oxo-4-(piperidin-1-yl)but-2-enoyl)glycinate